OCC1CN(CC1N1N=CC=C1)C(=O)OC(C)(C)C tert-butyl 3-(hydroxymethyl)-4-(1H-pyrazol-1-yl)pyrrolidine-1-carboxylate